1-(3-bromophenoxy)-3,3-dimethylbutan-2-ol BrC=1C=C(OCC(C(C)(C)C)O)C=CC1